O=C1NC(CCC1N1C(N(C2=C1C=CC(=C2)C#CCCCCCCCCCCNC(OC(C)(C)C)=O)C)=O)=O tert-butyl (12-(1-(2,6-dioxopiperidin-3-yl)-3-methyl-2-oxo-2,3-dihydro-1H-benzo[d]imidazol-5-yl)dodec-11-yn-1-yl)carbamate